o-amino-N,N-dimethylbenzamide NC1=C(C(=O)N(C)C)C=CC=C1